N-([1,1'-Biphenyl]-4-yl)-6-chloro-4-methoxynicotinamide C1(=CC=C(C=C1)NC(C1=CN=C(C=C1OC)Cl)=O)C1=CC=CC=C1